(3-aminopropyl)1,3-propanediamine NCCCC(CCN)N